(3-((5-fluoro-2-(3-(fluoromethyl)-1-methyl-1H-1,2,4-triazol-5-yl)pyridin-4-yl)oxy)azetidin-1-yl)methanone FC=1C(=CC(=NC1)C1=NC(=NN1C)CF)OC1CN(C1)C=O